FC=1C(=CC(=C(C1)N1C(C=CC2=CC(=CC=C12)S(=O)(=O)NC1=NOC=C1)=O)OC)C1CC(C1)C(F)(F)F (P)-1-(5-fluoro-2-methoxy-4-(3-(trifluoromethyl)cyclobutyl)phenyl)-N-(isoxazol-3-yl)-2-oxo-1,2-dihydroquinoline-6-sulfonamide